CC(C)(C#CC(C)(C(C)(C)C)C)C(C)(C)C 2,5-dimethyl-2,5-di-t-butyl-hexyne